BrC1=CC(=C(C(=O)NC2=C(C=CC=C2F)Cl)C=C1F)O[C@H](C(F)(F)F)C 4-bromo-N-(2-chloro-6-fluorophenyl)-5-fluoro-2-{[(2S)-1,1,1-trifluoroprop-2-yl]oxy}benzamide